(S)-2-amino-N-((4'-(trifluoromethoxy)-[1,1'-biphenyl]-4-yl)methyl)pentanamide hydrochloride Cl.N[C@H](C(=O)NCC1=CC=C(C=C1)C1=CC=C(C=C1)OC(F)(F)F)CCC